N(O)=C1C=CC(C=C1)C(C#N)C1=CC=CC=C1 alpha-(4-oximino-2,5-cyclohexadien-1-yl)phenylacetonitrile